3-chloro-5-(methylsulfonyl)-N-{1-[1-(pyrimidin-2-yl)-1H-1,2,4-triazol-5-yl]Ethyl}benzamide ClC=1C=C(C(=O)NC(C)C2=NC=NN2C2=NC=CC=N2)C=C(C1)S(=O)(=O)C